rac-(1R*,2S*,3R*)-2-(3-chlorophenyl)-3-(hydroxymethyl)cyclopropane-1-carboxamide ClC=1C=C(C=CC1)[C@@H]1[C@H]([C@@H]1CO)C(=O)N |r|